C1(CC1)C1=NN(C(=C1)C(F)(F)F)CC(=O)N1[C@@H]([C@@H](CC1)N1C2COCC1CC2)C2=C(C(=CC=C2)C)Cl 2-[3-Cyclopropyl-5-(trifluoromethyl)pyrazol-1-yl]-1-[(2R,3R)-2-(2-chloro-3-methyl-phenyl)-3-(3-oxa-8-azabicyclo[3.2.1]octan-8-yl)pyrrolidine-1-yl]ethanone